C(C1=CC=CC=C1)(=O)OOC(C1=CC=CC=C1)=O di(benzoyl) peroxide